1,3,4,6,7,8a-hexahydro-1,1,5,5-tetramethyl-2h-2,4a-methano-naphthalen-8(5h)-one CC1(C2CCC3(C(CCC(C13)=O)(C)C)C2)C